C(=O)(C1=C(C(=O)O)C=CC=C1C(=O)O)C1=C(C(=O)O)C=CC=C1C(=O)O carbonylbisisophthalic acid